Cl.Cl.N(=NC(C(=N)NCC=C)(C)C)C(C(=N)NCC=C)(C)C 2,2'-azobis[2-methyl-N-(2-propenyl)propionamidine] dihydrochloride